Cl.C(C(C)C)ON isobutoxyamine hydrochloride Salt